C1(CC1)NC(CN(CCC=O)C)=O N-CYCLOPROPYL-2-[METHYL(3-OXOPROPYL)AMINO]ACETAMIDE